N[C@@H]1CN(CC1)CC1=CC=2C(=CN=C(C2C2=CC(=C(C#N)C=C2)F)C2=CC=C(C=C2)CC)N1C (S)-4-(2-((3-Aminopyrrolidin-1-yl)methyl)-5-(4-ethylphenyl)-1-methyl-1H-pyrrolo[2,3-c]pyridin-4-yl)-2-fluorobenzonitrile